C(C1=CC=CC=C1)N1CCC(CC1)CCNC(=O)N1[C@@H](CN(CC1)C1=CC(=CC(=C1)F)C#N)C (2R)-N-[2-(1-Benzylpiperidin-4-yl)ethyl]-4-(3-cyano-5-fluorophenyl)-2-methylpiperazine-1-carboxamide